C(C)(C)(C)OC(=O)N1CC(CC(=C1)OS(=O)(=O)C(F)(F)F)C 3-methyl-5-trifluoromethanesulfonyloxy-3,4-dihydro-2H-pyridine-1-carboxylic acid tert-butyl ester